2-(2'-ethyl-4'-((8-(methylsulfonyl)-3,8-diazabicyclo[3.2.1]octan-3-yl)methyl)-[1,1'-biphenyl]-4-yl)-1,1,1,3,3,3-hexafluoropropan-2-ol C(C)C1=C(C=CC(=C1)CN1CC2CCC(C1)N2S(=O)(=O)C)C2=CC=C(C=C2)C(C(F)(F)F)(C(F)(F)F)O